CN1C(=NC=C1)N1CCC(CC1)O 1-(1-methyl-1H-imidazol-2-yl)piperidin-4-ol